2-azido-3,4-bis(benzyloxy)octadecan-1-ol N(=[N+]=[N-])C(CO)C(C(CCCCCCCCCCCCCC)OCC1=CC=CC=C1)OCC1=CC=CC=C1